difluoromethylornithine methyl ester hydrochloride Cl.COC([C@@H](NC(F)F)CCCN)=O